FC=1C=C(C=CC1)[C@@H]1N(CCC1)C=1C=CC=2N(N1)C(=CN2)C2=CC=CC(=N2)N2CCN(CC2)CC2=C(C=NC=C2)N2C(NC(CC2)=O)=O (R)-1-(4-((4-(6-(6-(2-(3-fluorophenyl)pyrrolidin-1-yl)imidazo[1,2-b]pyridazin-3-yl)pyridin-2-yl)piperazin-1-yl)methyl)pyridin-3-yl)dihydropyrimidine-2,4(1H,3H)-dione